C1(C=CC(N1CC1=CC(=CC=C1)CN1C(C=CC1=O)=O)=O)=O 1,3-bis(maleimidomethyl)benzene